COC=1C=C2C(=NC(=NC2=CC1OCCCN1CCCC1)N1CCN(CCC1)C)NC1CS(CCC1)(=O)=O 3-((6-methoxy-2-(4-methyl-1,4-diazepan-1-yl)-7-(3-(pyrrolidin-1-yl)propoxy)quinazolin-4-yl)amino)tetrahydro-2H-thiopyran 1,1-dioxide